(E)-4-bromo-N-(5,5,5-trifluoropent-2-en-1-yl)benzamide BrC1=CC=C(C(=O)NC\C=C\CC(F)(F)F)C=C1